CC(N)CC1=CNC2=CC=CC=C12 α-Methyl-tryptamine